C(C)C=1SC2=C(C1)C(=CC=C2)N[C@@H]2C[C@@H](CCC2)NC(C2=CC=C(C=C2)OC)=O N-[(1R,3S)-3-[(2-ethyl-1-benzothiophen-4-yl)amino]cyclohexyl]-4-methoxybenzamide